2,6-bis-(aminomethyl)-norbornan NCC1C2C(CC(C1)C2)CN